O=CCCCCCCC(=O)N 8-oxooctanoic acid amide